NC1=CC=C(CC2CCN(CC2)C2=C3C(N(C(C3=CC=C2)=O)C2C(NC(CC2)=O)=O)=O)C=C1 4-(4-(4-aminobenzyl)piperidin-1-yl)-2-(2,6-dioxopiperidin-3-yl)isoindoline-1,3-dione